C(CCCCCCC\C=C/CCCCCCCC)=O (9Z)-Octadec-9-enal